OCCCS(=O)(=O)C=1C=C(C(=O)OC)C=CC1C methyl 3-((3-hydroxypropyl)sulfonyl)-4-methylbenzoate